6-[2-cyano-3-[[ethyl(methyl)sulfamoyl]amino]-6-fluoro-phenoxy]-4-oxo-3-(4-oxocyclohexyl)quinazoline C(#N)C1=C(OC=2C=C3C(N(C=NC3=CC2)C2CCC(CC2)=O)=O)C(=CC=C1NS(N(C)CC)(=O)=O)F